NC1=C(C=C2C=CC=NC2=C1)C(=O)OC methyl 7-aminoquinoline-6-carboxylate